2-(1-((2-(3,5-dichlorophenyl)-6-((2-(4-(3-(methylsulfonyl)butyl)piperazin-1-yl)pyrimidin-5-yl)oxy)pyridin-4-yl)methyl)piperidin-4-yl)acetic acid ClC=1C=C(C=C(C1)Cl)C1=NC(=CC(=C1)CN1CCC(CC1)CC(=O)O)OC=1C=NC(=NC1)N1CCN(CC1)CCC(C)S(=O)(=O)C